1-(2-(2-(((2S,4R)-1-((S)-2-(1-fluorocyclopropane-1-carboxamido)-3,3-dimethylbutanoyl)-4-hydroxypyrrolidine-2-carboxamido)methyl)-5-(4-methylthiazol-5-yl)phenoxy)ethyl)piperidine FC1(CC1)C(=O)N[C@H](C(=O)N1[C@@H](C[C@H](C1)O)C(=O)NCC1=C(OCCN2CCCCC2)C=C(C=C1)C1=C(N=CS1)C)C(C)(C)C